6-(2,8-dimethylimidazo[1,2-b]pyridazin-6-yl)-8-fluoro-N-[1-(2-methoxyethyl)azetidin-3-yl]imidazo[1,2-a]pyridine-2-carboxamide CC=1N=C2N(N=C(C=C2C)C=2C=C(C=3N(C2)C=C(N3)C(=O)NC3CN(C3)CCOC)F)C1